ClC=1C=CC2=C(C=C(O2)C=2OC(=NN2)SSCC)C1 2-(5-chlorobenzofuran-2-yl)-5-(ethyldithio)-1,3,4-oxadiazole